N-(α,α-dimethyl-3,5-dimethoxybenzyloxy)carbonylpiperidine CC(C1=CC(=CC(=C1)OC)OC)(OC(=O)N1CCCCC1)C